F[C@H](CNC1=NC=C(C(=N1)NC1CCC(CC1)O)C1=NC=C(C=C1)N(C1COCC1)C)CC (1S,4r)-4-((2-(((S)-2-fluorobutyl)amino)-5-(5-(methyl(tetrahydrofuran-3-yl)amino)pyridin-2-yl)pyrimidin-4-yl)amino)cyclohexan-1-ol